N1CC(C1)OC=1C=C2C(NC(=NC2=CC1)C1=CC=2N(C=N1)C=CC2)=O 6-(Azetidin-3-yloxy)-2-pyrrolo[1,2-c]pyrimidin-3-yl-3H-quinazolin-4-one